N-[[(3,5-dichlorophenyl)amino][(diphenylmethyl)amino]methylene]glycine ClC=1C=C(C=C(C1)Cl)NC(=NCC(=O)O)NC(C1=CC=CC=C1)C1=CC=CC=C1